CC1=C(C=CC=2OC(OC21)C)C(=O)NCC=2C(NC(=CC2SC)C)=O Dimethyl-N-((6-methyl-4-(methylthio)-2-oxo-1,2-dihydropyridin-3-yl)methyl)benzo[d][1,3]dioxole-5-carboxamide